(5-(3,5-difluorophenyl)-4,5-dihydro-1H-pyrazol-1-yl)(1-(4-(2-fluoro-5-(3-hydroxy-3-methylbutoxy)phenyl)pyrimidin-2-yl)piperidin-4-yl)methanone FC=1C=C(C=C(C1)F)C1CC=NN1C(=O)C1CCN(CC1)C1=NC=CC(=N1)C1=C(C=CC(=C1)OCCC(C)(C)O)F